trimethoxysilylmethyl-bis(methyldimethoxysilylpropylamino)methyl ethyl sulfide C(C)SC(NCCC[Si](C)(OC)OC)(NCCC[Si](OC)(OC)C)C[Si](OC)(OC)OC